N=1N=CN2C=NC(=CC21)OC2=C(C=C(C=C2)NC2=NC=NC1=CC=C(C=C21)C=2C=C(C=O)C=CC2)C 3-(4-((4-([1,2,4]triazolo[4,3-c]pyrimidin-7-yloxy)-3-methylphenyl)amino)quinazolin-6-yl)benzaldehyde